rel-tert-butyl (3R,4R)-3-((3-amino-6-(2-(methoxymethoxy)phenyl)pyridazin-4-yl)ethynyl)-4-(pyridin-3-yl)pyrrolidine-1-carboxylate NC=1N=NC(=CC1C#C[C@@H]1CN(C[C@H]1C=1C=NC=CC1)C(=O)OC(C)(C)C)C1=C(C=CC=C1)OCOC |o1:9,13|